C12(CC(C1)C2)NC(O[C@H]2C[C@H](CC2)C=2NN=C(C2)NC(COC2=C(C(=CC(=C2)OC)O)C=O)=O)=O (1R,3S)-3-{5-[2-(2-formyl-3-hydroxy-5-methoxyphenoxy)acetamido]-2H-pyrazol-3-yl}cyclopentyl N-{bicyclo[1.1.1]pentan-1-yl}carbamate